C(=O)(O)C(CCC1=CC2=C(S1)C=C(C(=C2F)OCCCOC2=C(C1=C(SC(=C1)C(=O)[C@H]1[C@@H](CC1)C(=O)O)C=C2OC)F)OC)(C)C trans-2-(5-(3-((2-(3-carboxy-3-methylbutyl)-4-fluoro-6-methoxybenzo[b]thiophen-5-yl)oxy)propoxy)-4-fluoro-6-methoxybenzo[b]thiophene-2-carbonyl)cyclobutane-1-carboxylic acid